2-hydroxyethyl(trimethyl)ammonium 3-chlorosalicylate ClC1=C(C(C(=O)[O-])=CC=C1)O.OCC[N+](C)(C)C